(4-(1,2,3,4-tetrahydronaphthalen-1-yl)piperazin-1-yl)benzamide C1(CCCC2=CC=CC=C12)N1CCN(CC1)C1=C(C(=O)N)C=CC=C1